C1(CCCCC1)C(CC1N2C(C3=CC=CC=C13)=CN=C2)O 1-cyclohexyl-2-(5H-imidazo[5,1-a]isoindol-5-yl)ethanol